(S)-(E)-3-((3-methyl-7-(methylthio)-1,1-dioxido-5-phenyl-3-propyl-2,3,4,5-tetrahydro-1,5-benzothiazepin-8-yl)oxy)acrylic acid C[C@]1(CS(C2=C(N(C1)C1=CC=CC=C1)C=C(C(=C2)O/C=C/C(=O)O)SC)(=O)=O)CCC